N1(CCCC1)C1=C(C=NC=C1)C#N 4-(pyrrolidin-1-yl)pyridine-3-carbonitrile